CC=1C=CC=C2C=CN(C12)C1CCC(CC1)NC(CC=1C=NC=CC1)=O 7-methyl-N-((1r,4r)-4-(2-(pyridin-3-yl)acetamido)cyclohexyl)-1H-indole